[Ge]=[Te].[Tl] Thallium germanium telluride